5-(2-methoxyethoxy)-6-oxo-4-(phenylamino)pyran-2-carboxylic acid COCCOC1=C(C=C(OC1=O)C(=O)O)NC1=CC=CC=C1